2,3-diphenylpropanoic acid C1(=CC=CC=C1)C(C(=O)O)CC1=CC=CC=C1